bis(tertbutylimino)bis(diethylamino)molybdenum C(C)(C)(C)N=[Mo](N(CC)CC)(N(CC)CC)=NC(C)(C)C